CC1=CC=C(C=C1)S(=O)(=O)N1C=C(C2=CC=CC=C12)C(=O)[O-] 1-(4-methylbenzenesulfonyl)indole-3-carboxylate